AMINOPENTANOATE NC(C(=O)[O-])CCC